O1COC2=C1C=1C3=CN=C4C5=C(C=CC4=C3C=C(C1C=C2)O)C=C2C(OCO2)=C5 [1,3]benzodioxolo[5,6-c]-1,3-benzodioxolo[4,5-i]phenanthridin-6-ol